O.OCCCCC=1C=CC=C2COC(=O)C12 7-Hydroxybutylphthalide monohydrate